[N+](=O)([O-])C1=C(C=CC(=C1)[N+](=O)[O-])F 2,4-Dinitro-1-fluorobenzene